2-Acryloyloxyethylphthalat C(C=C)(=O)OCCOC(C=1C(C(=O)[O-])=CC=CC1)=O